FC1=NC=CC(=C1)C=1N=C(C2=C(N1)N(C=C2)CCCN2CCCC2)NC2CCN(CC2)C 2-(2-fluoropyridin-4-yl)-N-(1-methylpiperidin-4-yl)-7-(3-(pyrrolidin-1-yl)propyl)-7H-pyrrolo[2,3-d]pyrimidin-4-amine